BrN1C2(N3C(=C(C=CC3=O)C)C1=O)CCC1(CC2)CC1 bromo-8''-methyl-2''H-dispiro[cyclopropane-1,1'-cyclohexane-4',3''-imidazo[1,5-a]pyridine]-1'',5''-dione